5-bromo-3-methyl-2-[(1-methylpyrrolidin-3-yl)oxy]pyrazine BrC=1N=C(C(=NC1)OC1CN(CC1)C)C